7-(4-aminobicyclo[2.2.1]heptan-1-yl)-6-ethynyl-5-(quinolin-3-yl)pyrrolo[2,3-d]pyrimidin-4-amine NC12CCC(CC1)(C2)N2C(=C(C1=C2N=CN=C1N)C=1C=NC2=CC=CC=C2C1)C#C